3'-bromo-2-chloro-5-ethoxy-3-fluoro-2'-methyl-[1,1'-biphenyl]-4-carbaldehyde BrC=1C(=C(C=CC1)C1=C(C(=C(C(=C1)OCC)C=O)F)Cl)C